FC=1C(=CC=C2C=CC(=NC12)C1=CC=CC=C1)C(=C(C#N)C#N)OC 2-((8-fluoro-2-phenylquinolin-7-yl)(methoxy)methylene)malononitrile